[Si]=[Pr]=[Si] praseodymium disilicide